[1-(3-Pyridylmethyl)-4-piperidyl]methanamine N1=CC(=CC=C1)CN1CCC(CC1)CN